N-methyl-2-(2,2-Di((9Z,12Z)-octadec-9,12-dienyl)-1,3-dioxolan-4-yl)ethylamine CNCCC1OC(OC1)(CCCCCCCC\C=C/C\C=C/CCCCC)CCCCCCCC\C=C/C\C=C/CCCCC